C(C)C1=C(C=CC(=N1)N)C=1C=CC=C2C=C(C=NC12)F 6-ethyl-5-(3-fluoroquinolin-8-yl)pyridin-2-amine